C(C1=CC=CC=C1)(=O)N1C(N(C=CC1=O)[C@H]1[C@@H]([C@@H]([C@H](O1)/C=C/P(OC)(OC)=O)O[Si](C)(C)C(C)(C)C)CCOC)=O dimethyl ((E)-2-((2R,3S,4R,5R)-5-(3-benzoyl-2,4-dioxo-3,4-dihydropyrimidin-1(2H)-yl)-3-((tert-butyldimethylsilyl)oxy)-4-(2-methoxyethyl)tetrahydrofuran-2-yl)vinyl)phosphonate